C(=O)O.CC=1N=C2N(C=C(C(=C2)C)NC(=O)N2CCC=3C2=NC=CC3N3CCNC2(CC2)C3)C1 N-(2,7-dimethylimidazo[1,2-a]pyridin-6-yl)-4-(4,7-diazaspiro[2.5]octan-7-yl)-2,3-dihydro-1H-pyrrolo[2,3-b]pyridine-1-carboxamide formate